2-(4-methyl-1-cyclohex-3-enyl)propane CC1=CCC(CC1)C(C)C